FC=1C=CC2=C(CC[C@@H](O2)[C@@H](CO)O)C1 |o1:8,10| 1-[6-fluoro-(2R*)-3,4-dihydro-2H-benzopyran-2-yl]-(1R*)-1,2-ethylene glycol